OC1=CC=C2[C@@H]([C@@H](COC2=C1)C1=CC=CC=C1)C1=CC=C(C=C1)N1CCN(CC1)CC=1C=C(C=CC1)C1C(NC(CC1)=O)=O 3-(3-((4-(4-((3R,4S)-7-hydroxy-3-phenylchroman-4-yl)phenyl)piperazin-1-yl)methyl)phenyl)piperidine-2,6-dione